4'-Acetoxy-2'-hydroxyacetophenone C(C)(=O)OC1=CC(=C(C=C1)C(C)=O)O